C(C)OC(=O)C=1C=C(C=C2C1N=C(S2)C[C@@H]([C@@H](C2=CC(=C(C=C2)C(F)F)OC)O[Si](C)(C)C(C)(C)C)OC2CCCC2)OC 2-((2S,3R)-3-((tert-Butyldimethylsilyl)oxy)-2-(cyclopentyloxy)-3-(4-(difluoromethyl)-3-methoxyphenyl)propyl)-6-methoxybenzo[d]thiazole-4-carboxylic acid ethyl ester